menthol salicylate (MENTHYL-SALICYLATE) C1(CC(C(CC1)C(C)C)OC=1C(C(=O)O)=CC=CC1)C.C(C=1C(O)=CC=CC1)(=O)O.C1(CC(C(CC1)C(C)C)O)C